BrC(COCC)=C(COCC)Br 2,3-dibromo-1,4-diethoxybut-2-ene